CN1N=C2C=CC(=CC2=C1C(=O)NC1CN(CC1)C)OCC1=CC=NN1C 2-methyl-5-[(1-methyl-1H-pyrazol-5-yl)methoxy]-N-(1-methylpyrrolidin-3-yl)-2H-indazole-3-carboxamide